(fluoro(2-(((3S,6S,9R,10aR)-9-isopropyl-3-(3-(4-methoxypyridin-3-yl)azetidine-1-carbonyl)-5-oxodecahydropyrrolo[1,2-a]azocin-6-yl)carbamoyl)benzo[b]thiophen-5-yl)methyl)phosphonic acid FC(C1=CC2=C(SC(=C2)C(N[C@H]2CC[C@H](C[C@@H]3N(C2=O)[C@@H](CC3)C(=O)N3CC(C3)C=3C=NC=CC3OC)C(C)C)=O)C=C1)P(O)(O)=O